(1S,3S)-3-[(6-{5-[(butoxycarbonyl)amino]-1-methyl-1H-1,2,3-triazol-4-yl}-2-ethylpyridin-3-yl)oxy]cyclohexane-1-carboxylic acid C(CCC)OC(=O)NC1=C(N=NN1C)C1=CC=C(C(=N1)CC)O[C@@H]1C[C@H](CCC1)C(=O)O